(1R,2R,5S)-3-tert-butoxycarbonyl-3-azabicyclo[3.1.0]hexane-2-carboxylic acid C(C)(C)(C)OC(=O)N1[C@H]([C@@H]2C[C@@H]2C1)C(=O)O